5-(benzyloxy)-8-vinyl-2-(3-methyl-1-benzothien-2-yl)quinoline-4-carboxylic acid C(C1=CC=CC=C1)OC1=C2C(=CC(=NC2=C(C=C1)C=C)C=1SC2=C(C1C)C=CC=C2)C(=O)O